1-(2-chlorothiazole-5-yl)-4,4-dimethyl-2-(1H-1,2,4-triazole-1-yl)pentane ClC=1SC(=CN1)CC(CC(C)(C)C)N1N=CN=C1